N-[2-(2-chloro-4-methylphenyl)-2,2-difluoroethyl]-3-[S-(3-cyclopropyl-2-fluorophenyl)-N-methylsulfonimidoyl]quinoline-4-carboxamide ClC1=C(C=CC(=C1)C)C(CNC(=O)C1=C(C=NC2=CC=CC=C12)S(=O)(=NC)C1=C(C(=CC=C1)C1CC1)F)(F)F